(5-Amino-1-phenyl-1H-pyrazol-4-YL)(phenyl)methanone NC1=C(C=NN1C1=CC=CC=C1)C(=O)C1=CC=CC=C1